(E)-4-(4-(1-(3-hydroxyphenyl)-3-methyl-2-phenylbut-1-en-1-yl)phenyl)-1-isopropylpiperazine 1-oxide OC=1C=C(C=CC1)\C(=C(/C(C)C)\C1=CC=CC=C1)\C1=CC=C(C=C1)N1CC[N+](CC1)(C(C)C)[O-]